N[C@]1([C@H]([C@H]([C@@H](O1)N1C(N=CN=C1)=O)O)O)CO 4-amino-l-beta-D-ribofuranosyl-1,3,5-triazin-2(1H)-one